7-(2-bromo-3-fluoro-6-methoxybenzyl)-7-azabicyclo[2.2.1]heptane BrC1=C(CN2C3CCC2CC3)C(=CC=C1F)OC